ClC1=C(C=CC=C1F)CC(=O)NC=1C=C(N=NC1)N(C(C)=O)C1=CC(=CC=C1)F N-{5-[2-(2-chloro-3-fluorophenyl)acetamido]pyridazin-3-yl}-N-(3-fluorophenyl)acetamide